BrC=1N=C(C(=NC1)N(C1CN(CC1)C(C)=O)C)OC 1-[3-[(5-bromo-3-methoxypyrazin-2-yl)(methyl)amino]pyrrolidin-1-yl]ethanone